2-methyl-1-(m-tolyl)pentane-1,3-dione CC(C(=O)C=1C=C(C=CC1)C)C(CC)=O